16-methyl-5,9,12-octadecatrienoic acid CC(CCC=CCC=CCCC=CCCCC(=O)O)CC